calcium-copper-oxide [Cu]=O.[Ca]